di(oxetan-3-yl)methyl-n-propyloxysilane O1CC(C1)C(C1COC1)[SiH2]OCCC